C(#N)[C@H](C[C@@H]1C(NCCC1)=O)NC(=O)[C@H]1N(C[C@@H]2[C@H]1CC(C2)(F)F)C(=O)C=2NC1=C(C=CC(=C1C2)F)C(F)F (1S,3aS,6aR)-N-((S)-1-cyano-2-((R)-2-oxopiperidin-3-yl)ethyl)-2-(4-fluoro-7-difluoromethyl-1H-indole-2-carbonyl)-5,5-difluorooctahydrocyclopenta[c]pyrrole-1-carboxamide